CC1=C2C(C(=CN(C2=NC(=C1)N1CC(C1)CNC1=NC=CC(=C1)[N+](=O)[O-])C1=NC=NS1)C(=O)O)=O 5-methyl-7-(3-{[(4-nitropyridin-2-yl)amino]methyl}azetidin-1-yl)-4-oxo-1-(1,2,4-thiadiazol-5-yl)-1,4-dihydro-1,8-naphthyridine-3-carboxylic acid